C(C)(C)(C)OC(CNC1=C(C=C2CCC3(CC2=C1F)OCCO3)OCOCCOC)=O ({8'-fluoro-6'-[(2-methoxyethoxy)methoxy]-3',4'-dihydro-1'H-spiro[[1,3]dioxolan-2,2'-naphthalen]-7'-yl}amino)acetic acid tert-butyl ester